Cl.Cl.FCCC=1C=C(C=CC1OCCN1CCNCC1)N1C(N(C(C1(C)C)=O)C=1C=C(C(=NC1)C#N)C(F)(F)F)=S 5-(3-(3-(2-fluoroethyl)-4-(2-(piperazin-1-yl)ethoxy)phenyl)-4,4-dimethyl-5-oxo-2-thioxoimidazolidin-1-yl)-3-(trifluoromethyl)pyridinecarbonitrile dihydrochloride